BrCC=1C(=NN(C1Cl)C)C(F)F 4-(bromomethyl)-5-chloro-3-(difluoromethyl)-1-methyl-1H-pyrazole